[1-(2,6-dioxo-3-piperidinyl)-3-methyl-2-oxo-benzimidazol-4-yl]Piperazine-1-Formic acid tert-butyl ester C(C)(C)(C)OC(=O)N1C(CNCC1)C1=CC=CC=2N(C(N(C21)C)=O)C2C(NC(CC2)=O)=O